FC1(CC(C1)C(=O)N[C@@H]1CN(C[C@H]1NC(=O)C1CC(C1)(F)F)CCNC(O[C@H]1[C@H](NC[C@@H]1O)CC1=CC=C(C=C1)OC)=O)F (2R,3S,4S)-4-hydroxy-2-[(4-methoxyphenyl)methyl]pyrrolidin-3-yl N-{2-[(3R,4R)-3,4-bis(3,3-difluorocyclobutaneamido)pyrrolidin-1-yl]ethyl}carbamate